CC1CNCCC1C1CN(C1)C(=O)OC(C)(C)C tert-butyl 3-(3-methylpiperidin-4-yl)azetidine-1-carboxylate